FC1=C(C=CC(=C1)I)NC1=C(C2=C(S1)C(CCC2)=O)C(=O)NOCCO ((2-fluoro-4-iodophenyl)amino)-N-(2-hydroxyethoxy)-7-oxo-4,5,6,7-tetrahydrobenzo[b]thiophene-3-carboxamide